trans-1-propene-1-boronic acid C(=C\C)/B(O)O